(R)-1-(4-(1-(N-Boc-amino)ethyl)phenyl)-2-methoxy-4,8-dimethyl-6(5H)-phenanthridinone C(=O)(OC(C)(C)C)N[C@H](C)C1=CC=C(C=C1)C1=C(C=C(C=2NC(C3=CC(=CC=C3C12)C)=O)C)OC